5-methyl-4-(pyridazin-3-yl)pyridin-2-amine hydrochloride Cl.CC=1C(=CC(=NC1)N)C=1N=NC=CC1